(4-[1-[5-(6-ethoxypyrazin-2-yl)pyridine-2-carbonyl]pyrrolidin-2-yl]pyrimidin-2-yl)cyclopropanesulfonamide C(C)OC1=CN=CC(=N1)C=1C=CC(=NC1)C(=O)N1C(CCC1)C1=NC(=NC=C1)C1(CC1)S(=O)(=O)N